6-(4-aminopiperidin-1-yl)-3-bromo-2-(4-cyano-3-fluorophenyl)isonicotinic acid NC1CCN(CC1)C=1N=C(C(=C(C(=O)O)C1)Br)C1=CC(=C(C=C1)C#N)F